CC(CC)CC(CC(CC)C)C 3,5,7-trimethylnonane